FC=1C=CC2=C(CCO2)C1CNC1=NC=C(C=2N1C=NC2S2(NCCCC2)=O)C=2C(=NC=CC2)C 1-(5-(((5-fluoro-2,3-dihydrobenzofuran-4-yl)methyl)amino)-8-(2-methylpyridin-3-yl)imidazo[1,5-c]pyrimidin-1-yl)-3,4,5,6-tetrahydro-1,2-thiazine 1-oxide